[3,4-difluoro-2-(methoxymethoxy)phenyl]-[(3aR,4R,6S,6aS)-4-(4-chloropyrrolo[2,3-d]pyrimidin-7-yl)-2,2-dimethyl-3a,4,6,6a-tetrahydrofuro[3,4-d][1,3]dioxol-6-yl]methanone FC=1C(=C(C=CC1F)C(=O)[C@H]1O[C@H]([C@H]2[C@@H]1OC(O2)(C)C)N2C=CC1=C2N=CN=C1Cl)OCOC